COC(C1=CN=CC(=C1)[N+](=O)[O-])=O 5-nitronicotinic acid methyl ester